N-(6-(5-((3S,4S,6R)-2-Oxohexahydro-1H-thieno[3,4-d]imidazol-4-yl)pentanamido)heptyl)-5-(m-tolyl)-2-(4-(trifluoromethyl)phenyl)oxazole-4-carboxamide O=C1NC2C(N1)CS[C@H]2CCCCC(=O)NC(CCCCCNC(=O)C=2N=C(OC2C=2C=C(C=CC2)C)C2=CC=C(C=C2)C(F)(F)F)C